benzyl-methyl-malonic acid dibutyl ester C(CCC)OC(C(C(=O)OCCCC)(C)CC1=CC=CC=C1)=O